C(C1CO1)OCCC[Si](OC(C)=O)(OC(C)=O)OC(C)=O γ-glycidoxypropyltriacetoxysilane